1-(3-(3-chloro-4-methyl-6,7,8,9-tetrahydropyrido[3',2':4,5]pyrrolo[1,2-a]pyrazine-7-carbonyl)phenoxy)propan ClC1=C(C=2C=C3N(CCN(C3)C(=O)C=3C=C(OCCC)C=CC3)C2N=C1)C